5-(3,4-Dimethoxyphenyl)-3-(3,4-dimethylphenyl)-1H-1,2,4-triazole COC=1C=C(C=CC1OC)C1=NC(=NN1)C1=CC(=C(C=C1)C)C